ClC1=NC=C(C(=C1)N1C[C@H]([C@@H](CC1)NC(OC(C)(C)C)=O)O)I tert-butyl N-[(3R,4R)-1-(2-chloro-5-iodo-4-pyridyl)-3-hydroxy-4-piperidyl]carbamate